1-methoxycyclopropane-carboxylic acid COC1(CC1)C(=O)O